NCC1=C(C(=C(C=C1)NC(=O)C1=CC2=C(OCCC3=C2SC=C3)C=C1C=1C(=NC(=CC1)C(NCCC)=O)C(=O)OC)C)F methyl 3-(9-((4-(aminomethyl)-3-fluoro-2-methylphenyl)carbamoyl)-4,5-dihydrobenzo[b]thieno[2,3-d]oxepin-8-yl)-6-(propylcarbamoyl)picolinate